1-methylsulfonyl-N-[2-oxo-2-[[4-[3-[[(3R)-tetrahydrofuran-3-yl]methoxy]phenyl]thiazol-2-yl]amino]ethyl]pyrrole-3-carboxamide CS(=O)(=O)N1C=C(C=C1)C(=O)NCC(NC=1SC=C(N1)C1=CC(=CC=C1)OC[C@H]1COCC1)=O